C(C)O[Si]1(N(CCC1)CCCCCCCC[Si](OCC)(OCC)C)OCC 2,2-diethoxy-N-(methyldiethoxysilyloctyl)-1-aza-2-silacyclopentane